C1(CC1)C(=O)N(C=1C=CC(=NC1)N1N=C(N=C1[C@H](C)NC(OC(C)(C)C)=O)N(C)C)C tert-butyl {(1S)-1-[1-{5-[(cyclopropylcarbonyl) (methyl)amino]pyridin-2-yl}-3-(dimethylamino)-1H-1,2,4-triazol-5-yl]ethyl}carbamate